5-(4-Methoxy-9H-xanthen-9-yl)-2-methyl-4-phenyloxazol COC1=CC=CC=2C(C3=CC=CC=C3OC12)C1=C(N=C(O1)C)C1=CC=CC=C1